C[C@@H](C1=CC=CC=C1)N=C=O (S)-(-)-1-phenylethyl isocyanate